4-(methylsulfonyl)-1-(phenylsulfonyl)-1H-indol-7-amine CS(=O)(=O)C1=C2C=CN(C2=C(C=C1)N)S(=O)(=O)C1=CC=CC=C1